1-Benzylpiperidin-4-yl (S)-2-hydroxy-2-(3-(3-(4-((((R)-2-hydroxy-2-(8-hydroxy-2-oxo-1,2-dihydroquinolin-5-yl)ethyl)amino)methyl)benzamido)propoxy)phenyl)-2-phenylacetate O[C@@](C(=O)OC1CCN(CC1)CC1=CC=CC=C1)(C1=CC=CC=C1)C1=CC(=CC=C1)OCCCNC(C1=CC=C(C=C1)CNC[C@@H](C1=C2C=CC(NC2=C(C=C1)O)=O)O)=O